C(C)(C)(C)NC(CN(C)C=1C2=C(N=C(N1)C1=NC=CC(=C1)OCCN(C)C)CCC2)=O N-(tert-butyl)-2-((2-(4-(2-(dimethylamino)ethoxy)pyridin-2-yl)-6,7-dihydro-5H-cyclopenta[d]pyrimidin-4-yl)(methyl)amino)acetamide